N1=CNC2=C1C=CC=C2NC2CCN(CC2)CC(=O)N2[C@@H](C[C@@H](C2)F)C#N (2S,4S)-1-[2-[4-(3H-Benzimidazol-4-ylamino)-1-piperidyl]acetyl]-4-fluoro-pyrrolidin-2-carbonitril